CN1C(C2=CC=C(C=C2C1)NC1=CC=C(C=C1)N1CCC(CC1)C(F)(F)F)=NC 2-Methyl-1-(methylimino)-N-(4-(4-(trifluoromethyl)piperidin-1-yl)phenyl)isoindolin-5-amine